C(C=C)ON1C2C=C(CN(C1=O)C2)N2C(SC=C2)=O 6-allyloxy-3-(2-oxo-thiazol-3-yl)-1,6-diazabicyclo[3.2.1]oct-3-en-7-one